trans-9,10-epoxystearic acid CCCCCCCC[C@@H]1[C@H](O1)CCCCCCCC(=O)O